O=C1NC(C2CCCCC12)COC1=NC=CC2=CC(=C(C=C12)OC(C)C)C(=O)N 1-[(3-oxooctahydro-1H-isoindol-1-yl)methoxy]-7-(propan-2-yloxy)isoquinoline-6-carboxamide